tert-butyl (3-(1-(4-((1-(tert-butyl)-3-((1S,3R)-3-((tert-butyldimethylsilyl)oxy)cyclopentyl)-1H-pyrazol-5-yl)amino)pyridin-2-yl)ethoxy)propyl)carbamate C(C)(C)(C)N1N=C(C=C1NC1=CC(=NC=C1)C(C)OCCCNC(OC(C)(C)C)=O)[C@@H]1C[C@@H](CC1)O[Si](C)(C)C(C)(C)C